C(=O)OCC=1C=C(C=CC1)N1CCC2(CN(CCN2CCC)C(=O)OCCCC)CC1 butyl 9-{3-[(formyloxy)methyl]phenyl}-1-propyl-1,4,9-triazaspiro[5.5]undecane-4-carboxylate